C(C)(=O)OCCN1N=C2C(N(C(C(=C2O)C(=O)NC23CC4CC(CC(C2)C4)C3)=O)CCC)=C1 2-(2-acetoxyethyl)-N-(adamantan-1-yl)-4,5-dihydro-7-hydroxy-5-oxo-4-(1-propyl)-2H-pyrazolo[4,3-b]pyridin-6-carboxamide